COCC(C)(C)N1N=CC(=C1)C 1-(1-Methoxy-2-methylpropan-2-yl)-4-methyl-1H-pyrazole